BrC=1SC(=CC1)C(F)(F)F bromo-5-trifluoromethylthiophene